NC=1C(=NC=C(C(=O)OC(C)(C)C)C1)OCCN(C)C tert-butyl 5-amino-6-(2-(dimethylamino)ethoxy)nicotinate